1,3-Dimethylazetidin-3-yl (8-amino-7-fluoro-6-(8-methyl-2,3-dihydro-1H-pyrido[2,3-b][1,4]oxazin-7-yl)isoquinolin-3-yl)carbamate NC=1C(=C(C=C2C=C(N=CC12)NC(OC1(CN(C1)C)C)=O)C1=C(C2=C(OCCN2)N=C1)C)F